(2S,4R)-N-(6-bromo-5-fluoropyridin-2-yl)-4-fluoropyrrolidine-2-carboxamide hydrochloride Cl.BrC1=C(C=CC(=N1)NC(=O)[C@H]1NC[C@@H](C1)F)F